4-[4-(1-{[(1H-fluoren-9-ylmethoxy)carbonyl]amino}ethyl)-2-methoxy-5-nitrophenoxy]butanoic acid C1C=CC=C2C3=CC=CC=C3C(=C12)COC(=O)NC(C)C1=CC(=C(OCCCC(=O)O)C=C1[N+](=O)[O-])OC